FC1=C(C=C(C(=C1)C)S(=O)CC(F)(F)F)N1N=C(N=C1N)C(F)(F)F 1-[2-fluoro-4-methyl-5-[(2,2,2-trifluoroethyl)sulfinyl]phenyl]-3-(trifluoro-methyl)-1H-1,2,4-triazole-5-amine